BrC1=CC=C(C=C1)N(C(COC1=NC(=C(C(=C1C#N)C)Cl)C)=O)C N-(4-bromophenyl)-2-[(5-chloro-3-cyano-4,6-dimethylpyridin-2-yl)oxy]-N-methylacetamide